nonane-1,2,9-triol C(C(CCCCCCCO)O)O